(S)-3-(4-(2-amino-2-cyclopentylacetamido)phenyl)-2-methyl-4-(trifluoromethyl)pyridine 1-oxide N[C@H](C(=O)NC1=CC=C(C=C1)C=1C(=[N+](C=CC1C(F)(F)F)[O-])C)C1CCCC1